C(CCCCCCCCCCC)SCC=1C=CC(C(C1)(C)CSCCCCCCCCCCCC)O 4,6-bis[(dodecylthio)methyl]-6-methylphenol